C1(=CC=CC=C1)SCC1=CC(=CC=C1)F phenyl-[(3-fluorophenyl) methyl] sulfide